ClCC(=O)NCC1CCN(CC1)S(=O)(=O)C1=C(C=C(C=C1)F)F 2-Chloro-N-((1-((2,4-difluorophenyl)sulfonyl)piperidin-4-yl)methyl)acetamide